C(C1=CC=CC=C1)OCN1C(N(C=CC1=O)[C@H]1[C@@H]([C@@H]2O[P@@](OC[C@H]2O1)(=O)Cl)OC)=O 3-((benzyloxy)methyl)-1-((2S,4aR,6R,7R,7aR)-2-chloro-7-methoxy-2-oxidotetrahydro-4H-furo[3,2-d][1,3,2]dioxaphosphinin-6-yl)pyrimidine-2,4(1H,3H)-dione